BrC1=CC=C(C=C1)C1=NC=C2N1C(=NC=C2)N 3-(4-bromophenyl)imidazo[1,5-c]pyrimidin-5-amine